1-(4-fluorophenyl)-2-propyn-1-one FC1=CC=C(C=C1)C(C#C)=O